2-(2-mercaptoethylthio)-propane-1-ol SCCSC(CO)C